6-BROMO-4-HYDROXYINDOLE-3-CARBOXALDEHYDE BrC1=CC(=C2C(=CNC2=C1)C=O)O